N-[6-(1-hydroxy-1-methyl-ethyl)-2H-indazol-5-yl]-6-(trifluoromethyl)pyridine-2-carboxamide OC(C)(C)C=1C(=CC2=CNN=C2C1)NC(=O)C1=NC(=CC=C1)C(F)(F)F